FC1(CCC(CC1)C1=NC=CC(=C1NC(=O)C1CC(C1)(C(F)(F)F)O)C1=C(C=CC(=C1)F)F)F N-(2-(4,4-difluorocyclohexyl)-4-(2,5-difluorophenyl)pyridin-3-yl)-3-hydroxy-3-(trifluoromethyl)cyclobutane-1-carboxamide